N-(5-benzyl-4-(3-chloro-4-fluorophenyl)thiazol-2-yl)-5-((2-hydroxy-3-methoxybenzyl)amino)-3-methylpyridine-2-sulfonamide C(C1=CC=CC=C1)C1=C(N=C(S1)NS(=O)(=O)C1=NC=C(C=C1C)NCC1=C(C(=CC=C1)OC)O)C1=CC(=C(C=C1)F)Cl